COC(C(=O)NC)OC(F)(F)F methoxy-N-methyl-2-(trifluoromethoxy)acetamide